C(CCCCCCCCCCC)C(OC(OCCN(CCN(CC)CC)CC)=O)CCCCCCCCC(=O)OCC(CCCCCC)CCCC 2-butyloctyl 12-dodecyl-3,6-diethyl-10-oxo-9,11-dioxa-3,6-diaza-heneicosane-21-oate